C[C@@H]1N(C[C@H](NC1)C)C=1SC2=C(N1)C=C(C(=C2)F)F 2-[(2S,5R)-2,5-dimethylpiperazin-1-yl]-5,6-difluoro-1,3-benzothiazole